N[C@H](C)C=1N=C2N(C=C(C=C2N2C(N(C3(COC3)C2)C)=O)C2CC2)C1 (R)-7-(2-(1-aminoethyl)-6-cyclopropylimidazo[1,2-a]pyridin-8-yl)-5-methyl-2-oxa-5,7-diazaspiro[3.4]octan-6-one